ClC=1C(=CC2=C([C@@H]([C@](O2)(C2=CC=CC=C2)CNC2CCC2)O)C1C1=C(C(=O)N)C=CC(=C1F)OCCO)F 2-((2S,3S,4S)-5-Chloro-2-((cyclobutylamino)methyl)-6-fluoro-3-hydroxy-2-phenyl-2,3-di-hydrobenzofuran-4-yl)-3-fluoro-4-(2-hydroxyethoxy)benzamide